bis(2,2,6,6-tetramethylpiperidin-4-yl)succinate CC1(NC(CC(C1)OC(CCC(=O)OC1CC(NC(C1)(C)C)(C)C)=O)(C)C)C